O=C1N(CCC(N1)=O)N1C(C2=CC=C(C=C2C1=O)CN1CCN(CC1)C1=NC=CC=C1)=O 2-(2,4-dioxotetrahydropyrimidin-1(2H)-yl)-5-((4-(pyridin-2-yl)piperazin-1-yl)methyl)isoindoline-1,3-dione